CN(C(=O)C=1C=C(C=CC1)C1=CC=C(C=C1)C=1C(=NN(N1)COCC[Si](C)(C)C)C(=O)OCC)C ethyl 5-(3'-(dimethylcarbamoyl)-[1,1'-biphenyl]-4-yl)-2-((2-(trimethylsilyl)ethoxy)methyl)-2H-1,2,3-triazole-4-carboxylate